[(2S)-4,4-diethoxy-1-[(1R)-1-phenylethyl]piperidin-2-yl]methanol C(C)OC1(C[C@H](N(CC1)[C@H](C)C1=CC=CC=C1)CO)OCC